C(#N)C=1C=C(C=CC1OC(C)C)C1=NC(=NO1)C=1C=2C3=C(N(C2C=CC1)CCC(=O)O)CCC3 3-(8-(5-(3-cyano-4-isopropoxyphenyl)-1,2,4-oxadiazol-3-yl)-2,3-dihydro-cyclopenta[b]indol-4(1H)-yl)propionic acid